1-(2'-Bromo-5-(tert-butyl)-2-(methoxymethoxy)-[1,1'-biphenyl]-3-yl)adamantane BrC1=C(C=CC=C1)C1=C(C(=CC(=C1)C(C)(C)C)C12CC3CC(CC(C1)C3)C2)OCOC